BrC1=NC=CC(=C1)C1=CC(=NN1)C1=CC=C(C=C1)N1CCN(CC1)CCOC 1-{4-[5-(2-bromopyridin-4-yl)-1H-pyrazol-3-yl]phenyl}-4-(2-methoxyethyl)piperazine